ClC1=C(C(=O)C=2C=NN(C2OCC2=CC=CC=C2)C)C=CC(=C1)Cl 4-(2,4-dichlorobenzoyl)-1-methyl-5-benzyloxypyrazole